C(C)(C)(C)OC(=O)NC(C(=O)OCC1=CC=CC=C1)C(C=C)(C)C benzyl 2-((tert-butoxycarbonyl)amino)-3,3-dimethylpent-4-enoate